5-(trifluoromethyl)-5,6,7,8-tetrahydro-[1,2,4]triazolo[4,3-a]pyridine FC(C1CCCC=2N1C=NN2)(F)F